CC1=NC(=CC(=N1)NC1=C(C(=O)NOC)C(=CC=N1)NC1=C(C=CC=C1)N(S(=O)(=O)C)C)C ((2,6-dimethylpyrimidin-4-yl)amino)-N-methoxy-4-((2-(N-methylmethylsulfonamido)phenyl)amino)nicotinamide